6-(3-amino-1-methyl-1H-indazol-4-yl)-N-phenyl-1-naphthalenecarboxamide NC1=NN(C2=CC=CC(=C12)C=1C=C2C=CC=C(C2=CC1)C(=O)NC1=CC=CC=C1)C